C(C1=CC=CC=C1)OC1=NC(=CC(=C1)OCC)Cl 2-(benzyloxy)-6-chloro-4-ethoxypyridine